(3S,4R)-4-(difluoromethoxy)-3-(tritylamino)piperidine-1-carboxylic acid benzyl ester C(C1=CC=CC=C1)OC(=O)N1C[C@@H]([C@@H](CC1)OC(F)F)NC(C1=CC=CC=C1)(C1=CC=CC=C1)C1=CC=CC=C1